4-[6-allyloxy-5-chloro-2-(4-chlorothiazol-5-yl)pyrimidin-4-yl]-6-fluoro-1,4-diazepan-1-carboxylic acid tert-butyl ester C(C)(C)(C)OC(=O)N1CCN(CC(C1)F)C1=NC(=NC(=C1Cl)OCC=C)C1=C(N=CS1)Cl